1-((1-(3-((((3,5-dichlorobenzyl) oxy) carbonyl) amino)-1-ethyl-1H-indol-5-yl)-1H-1,2,3-triazol-4-yl) methyl) piperidin-4-ylacetate N1CCC(CC1)CC(=O)OCC=1N=NN(C1)C=1C=C2C(=CN(C2=CC1)CC)NC(=O)OCC1=CC(=CC(=C1)Cl)Cl